C(C)(C)(C)C=1C=C(CC2=CC(=CC(=C2)CC2=CC(=C(C=C2C(C)(C)C)O)C(C)(C)C)CC2=CC(=C(C=C2C(C)(C)C)O)C(C)(C)C)C(=CC1O)C(C)(C)C 1,3,5-tris(3,6-di-tert-butyl-4-hydroxybenzyl)benzene